ClC1=C(C=CC(=C1)C(F)(F)F)NC(CN1C=2N(C(C(=C1CC)N1CCNCC1)=O)C(=C(N2)C=2C=C1COCC1=CC2)C)=O N-(2-chloro-4-(trifluoromethyl)phenyl)-2-(2-(1,3-dihydroisobenzofuran-5-yl)-7-ethyl-3-methyl-5-oxo-6-(piperazin-1-yl)imidazo[1,2-a]pyrimidin-8(5H)-yl)acetamide